C1(=CC(=CC=2C(=CC=CC12)C(=O)O)C(=O)O)C(=O)O 1,3,5-naphthalenetricarboxylic acid